Tributylammonium (pentafluorophenyl)borate FC1=C(C(=C(C(=C1OB([O-])[O-])F)F)F)F.C(CCC)[NH+](CCCC)CCCC.C(CCC)[NH+](CCCC)CCCC